2-isopropylphenylpinacol C(C)(C)C1=C(C=CC=C1)CC(O)(C)C(C)(C)O